tert-butyl (2S,6S)-4-[4-chloro-7-(trifluoromethanesulfonyloxy)-1,8-naphthyridin-3-yl]-2,6-dimethylpiperazine-1-carboxylate ClC1=C(C=NC2=NC(=CC=C12)OS(=O)(=O)C(F)(F)F)N1C[C@@H](N([C@H](C1)C)C(=O)OC(C)(C)C)C